C(C)(C)OC(C(C(=O)OC(C)C)(C)COS(=O)(=O)ON1[C@@H]2CC[C@H](N(C1=O)C2)C(NC2CCNCC2)=O)=O diisopropyl-2-((((((2S,5R)-7-oxo-2-(piperidin-4-ylcarbamoyl)-1,6-diazabicyclo[3.2.1]oct-6-yl) oxy) sulfonyl) oxy) methyl)-2-methylmalonate